O1C(C(C(C1)=O)=O)=O furan-2,3,4(5H)-trione